BrC=1C=C2C(=NC1)NC(=N2)S(=O)(=O)C 6-bromo-2-(methylsulfonyl)-3H-imidazo[4,5-b]Pyridine